tert-butyl (1R,5S)-6-(5-chloro-4-fluoro-3-methyl-pyrrolo[2,3-c]pyridin-1-yl)-3-azabicyclo[3.1.0]hexane-3-carboxylate ClC=1C(=C2C(=CN1)N(C=C2C)C2[C@@H]1CN(C[C@H]21)C(=O)OC(C)(C)C)F